C(C)(C)(C)N[C@H]1CN(CC1)C=1N=NC(=CN1)C1=C(C=C(C=N1)C=1C=C(C=2N(C1)C=C(N2)C)C#N)O 6-(6-{3-[(3R)-3-(tert-butylamino)pyrrolidin-1-yl]-1,2,4-triazin-6-yl}-5-hydroxypyridin-3-yl)-2-methylimidazo[1,2-a]pyridine-8-carbonitrile